1-(6-(5-((((3,3-difluorocyclobutyl) (methyl) (aminocarbonyl)) oxy) methyl)-1-methyl-1H-pyrazol-4-yl)-2-ethylpyridin-3-yl) acetate C(C)(=O)OC=1C(=NC(=CC1)C=1C=NN(C1COC(=O)N(C)C1CC(C1)(F)F)C)CC